BrC(C)C1=C(C(=CC=C1)F)F 1-(1-bromoethyl)-2,3-difluorobenzene